tert-butyl N-[(4-bromo-2-methyl-phenyl)methyl]-N-methyl-carbamate BrC1=CC(=C(C=C1)CN(C(OC(C)(C)C)=O)C)C